2-((S)-1-(2,3-Difluorobenzyl)-5-oxopyrrolidin-2-yl)-N-((S)-3-methyl-1-oxo-1-((propan-2-ylideneamino)oxy)butan-2-yl)acetamide FC1=C(CN2[C@@H](CCC2=O)CC(=O)N[C@H](C(ON=C(C)C)=O)C(C)C)C=CC=C1F